6-fluoro-4-(4,4,5,5-Tetramethyl-1,3,2-dioxaborol-2-yl)-5-{[tri(prop-2-yl)silyl]ethynyl}naphthalene-2-carboxylic acid ethyl ester C(C)OC(=O)C1=CC2=CC=C(C(=C2C(=C1)B1OC(C(O1)(C)C)(C)C)C#C[Si](C(C)C)(C(C)C)C(C)C)F